3-AMINO-4-CYCLOPROPOXYPICOLINALDEHYDE NC=1C(=NC=CC1OC1CC1)C=O